Cl.ClC1=C(C=CC=C1[C@]1(NC(N(C(C1)=O)[C@H]1C[C@H](OCC1)C)=N)C)NC(=O)C1=NC=CN=C1 |o1:15,17| N-(2-Chloro-3-{(4S)-2-imino-4-methyl-1-[(2R*,4R*)-2-methyl-tetrahydropyran-4-yl]-6-oxo-hexahydropyrimidin-4-yl}phenyl)-pyrazine-2-carboxamide hydrochloride